methyl-N-phenylbenzo[4,5]imidazo[1,2-a]pyrimidin-2-amine CC=1C(=NC=2N(C1)C1=C(N2)C=CC=C1)NC1=CC=CC=C1